ClC=1C=C2C(=NC1N1N=CC=N1)N(C=C2C(=O)C2C[C@H](N([C@@H](C2)C)C2=NC=C(C=C2I)F)C)C [5-chloro-1-methyl-6-(2H-1,2,3-triazol-2-yl)-1H-pyrrolo[2,3-b]pyridin-3-yl][(2R,6R)-1-(5-fluoro-3-iodopyridin-2-yl)-2,6-dimethylpiperidin-4-yl]methanone